(S)-tert-butyl (6-(dimethylphosphoryl)-2,3-dihydrobenzofuran-3-yl)(methyl)carbamate CP(=O)(C)C1=CC2=C([C@@H](CO2)N(C(OC(C)(C)C)=O)C)C=C1